BrC1=CC(=C(C(=C1)C)NC(=O)C1NCCCC1)C N-(4-bromo-2,6-dimethylphenyl)piperidine-2-carboxamide